(R)-N-((3S,4S)-8-(5-bromopyrazin-2-yl)-3-Methyl-2-oxo-8-azaspiro[4.5]dec-4-yl)-2-methylpropane-2-sulfinamide BrC=1N=CC(=NC1)N1CCC2([C@H]([C@@H](C(C2)=O)C)N[S@](=O)C(C)(C)C)CC1